[S].S(=O)(=O)(F)F sulfonyl fluoride sulfur